2-(6-amino-5-((1R,5S)-8-(2-bromopyridin-4-yl)-3,8-diazabicyclo[3.2.1]octan-3-yl)pyridazin-3-yl)phenol NC1=C(C=C(N=N1)C1=C(C=CC=C1)O)N1C[C@H]2CC[C@@H](C1)N2C2=CC(=NC=C2)Br